(R)-N-(1-benzyl-3-(4-chlorophenyl)pyrrolidin-3-yl)-4-(4-(trifluoromethyl)phenoxy)benzenesulfonamide C(C1=CC=CC=C1)N1C[C@@](CC1)(C1=CC=C(C=C1)Cl)NS(=O)(=O)C1=CC=C(C=C1)OC1=CC=C(C=C1)C(F)(F)F